3,5-difluoro-4-(methoxycarbonyl)benzoic acid FC=1C=C(C(=O)O)C=C(C1C(=O)OC)F